1-(6-chloropyridin-2-yl)-4-formyl-1H-pyrazol-3-yl trifluoromethanesulfonate FC(S(=O)(=O)OC1=NN(C=C1C=O)C1=NC(=CC=C1)Cl)(F)F